C(#N)C=1C=CC(=C(C1)C=1N=C(OC1)C(=O)N[C@@H]1C[C@H](N(C1)C(=O)OC(C)(C)C)COC)OC1CC1 tert-Butyl (2S,4R)-4-(4-(5-cyano-2-cyclopropoxyphenyl)oxazole-2-carboxamido)-2-(methoxymethyl)pyrrolidine-1-carboxylate